tert-butyl 3-bromo-2-oxopropionate BrCC(C(=O)OC(C)(C)C)=O